[N-](S(=O)(=O)C(F)(F)F)S(=O)(=O)C(F)(F)F.[N-](S(=O)(=O)C(F)(F)F)S(=O)(=O)C(F)(F)F.[Zn+2] zinc bis[bis(trifluoromethylsulfonyl) imide]